BrC1=NC(=CC=C1)C1=NN=CN1[C@@H](COC)C (R)-2-bromo-6-(4-(1-methoxypropane-2-yl)-4H-1,2,4-triazol-3-yl)pyridine